2-(2,3,4,5,6-pentafluorophenyl)-N,N-dimethylaminosulfonylethane FC1=C(C(=C(C(=C1F)F)F)F)CCS(=O)(=O)N(C)C